C(C)(C)(C)OC(=O)N1[C@H](CNCC1)C[N+]#[C-] (R)-2-(isocyanomethyl)piperazine-1-carboxylic acid tert-butyl ester